[O-2].[Mn+2].[Ni+2].[Li+] lithium nickel manganese oxide